methyl (4R)-4-((3S,5R,8R,9S,10S,13R,14S,17R)-3-([1,1'-biphenyl]-4-yl)-3-hydroxy-10,13-dimethylhexadecahydro-1H-cyclopenta[a]phenanthren-17-yl)-2-bromopentanoate C1(=CC=C(C=C1)[C@@]1(CC[C@@]2([C@H]3CC[C@@]4([C@H](CC[C@H]4[C@@H]3CC[C@@H]2C1)[C@@H](CC(C(=O)OC)Br)C)C)C)O)C1=CC=CC=C1